CC(C(=O)O)CC(CC)C 2,4-dimethylcaproic acid